N-(4-(4-amino-7-methyl-5-((S)-4-((S)-2-methylpyrrolidine-1-carbonyl)cyclohex-1-en-1-yl)-7H-pyrrolo[2,3-d]pyrimidin-6-yl)phenyl)methacrylamide NC=1C2=C(N=CN1)N(C(=C2C2=CC[C@H](CC2)C(=O)N2[C@H](CCC2)C)C2=CC=C(C=C2)NC(C(=C)C)=O)C